C(C)(C)(C)OC(=O)C1=CC=C(C=C)C=C1 p-(t-butoxycarbonyl)styrene